COC(C(C\C=C(\CC\C=C(\CCC=C(C)C)/C)/CO)C(C)=O)=O.N[C@@H]1[C@H](CCCC1)NC(C)=O N-((1S,2S)-2-aminocyclohexyl)acetamide methyl-(4Z,8e)-2-acetyl-5-(hydroxymethyl)-9,13-dimethyltetradeca-4,8,12-trienoate